N-(4-(2-((4-aminobicyclo-[2.2.2]octan-1-yl)amino)-8-ethylquinazolin-6-yl)-2-fluoro-phenyl)-2-chloro-benzenesulfonamide NC12CCC(CC1)(CC2)NC2=NC1=C(C=C(C=C1C=N2)C2=CC(=C(C=C2)NS(=O)(=O)C2=C(C=CC=C2)Cl)F)CC